3-(3-(4-(chloromethyl)phenyl)-5-(4-fluorophenyl)-6-methyl-3H-imidazo[4,5-b]pyridin-2-yl)pyridin-2-amine ClCC1=CC=C(C=C1)N1C(=NC=2C1=NC(=C(C2)C)C2=CC=C(C=C2)F)C=2C(=NC=CC2)N